sodium cyclopropylacetate C1(CC1)CC(=O)[O-].[Na+]